CC1=NC(=CC=C1NC=1C=CC2=C(OCC(N2)=O)C1)N1CC(OC(C1)C)(C)C 7-((2-methyl-6-(2,2,6-trimethylmorpholino)pyridin-3-yl)amino)-2H-benzo[b][1,4]oxazin-3(4H)-one